[1-(2-amino-1,3-thiazole-4-carbonyl)azetidin-3-yl]oxyl-3-(2-boronoethyl)-2-hydroxybenzoic acid NC=1SC=C(N1)C(=O)N1CC(C1)OC1=C(C(=C(C(=O)O)C=C1)O)CCB(O)O